3-(trimethoxysilylpropyl)dimethyldodecyl-ammonium chloride [Cl-].CO[Si](OC)(OC)CCCC(CC[NH+](C)C)CCCCCCCCC